C(C=C)(=O)OCCCN 3-aminopropyl acrylate